C1(=C(C(=CC=C1)C=O)C=O)C1=CC=CC=C1 p-biphenyl-dialdehyde